Cl.Cl.C1(=C(C=CC=C1)N)N.[Na] sodium Phenylenediamine dihydrochloride